3-chloro-2,6-difluoro-N-(6-fluoro-2-pyridyl)-4-[3-methoxy-3-(1-methylazetidin-2-yl)pyrrolidin-1-yl]benzenesulfonamide ClC=1C(=C(C(=CC1N1CC(CC1)(C1N(CC1)C)OC)F)S(=O)(=O)NC1=NC(=CC=C1)F)F